(2R,6R)-6-methyl-N-[(4-methylmorpholin-3-yl)methyl]-4-[8-(trifluoromethyl)-5-quinolyl]morpholine-2-carboxamide C[C@H]1O[C@H](CN(C1)C1=C2C=CC=NC2=C(C=C1)C(F)(F)F)C(=O)NCC1N(CCOC1)C